C(C)(C)(C)[C@H]1CC=2C=C(C(=NC2C=2N1C=C(C(C2)=O)C(=O)O)OC)OCC2CC2 (R)-6-(tert-butyl)-3-(cyclopropylmethoxy)-2-methoxy-10-oxo-5,10-dihydro-6H-pyrido[1,2-H][1,7]naphthyridine-9-carboxylic acid